2-((2-(((tert-butoxycarbonyl)(2-(6-methoxy-3-nitropyridin-2-yl)ethyl)amino)-methyl)-3,4-dichlorophenyl)amino)-4,5-difluorobenzoic acid C(C)(C)(C)OC(=O)N(CCC1=NC(=CC=C1[N+](=O)[O-])OC)CC1=C(C=CC(=C1Cl)Cl)NC1=C(C(=O)O)C=C(C(=C1)F)F